ClC1=CC(=C(C=C1)N1C=CC=2C1=CN=CC2CC2=C(C(=NC=C2)NS(=O)(=O)S(NC)(=O)=O)F)F 4-[[1-(4-chloro-2-fluoro-phenyl)pyrrolo[2,3-C]pyridin-4-yl]methyl]-3-fluoro-N-(methylsulfamoylsulfonyl)pyridin-2-amine